NC=1C2=C(N=CN1)N(C=C2C=2C=C(CNC(C)=O)C=CC2)C2CC(C2)CN2CCC2 N-(3-(4-amino-7-((s,3s)-3-(azetidin-1-ylmethyl)cyclobutyl)-7H-pyrrolo[2,3-d]pyrimidin-5-yl)benzyl)acetamide